Butyltin C(CCC)[Sn]